(3S,4S)-4-(tert-Butoxy)benzyl-1-p-methoxybenzyl-4-methoxycarbonyl-3-methyl-2-oxoazetidine C(C)(C)(C)OC1=CC=C(C[C@@]2(C(N([C@@H]2C(=O)OC)CC2=CC=C(C=C2)OC)=O)C)C=C1